Br[Au-2]=C1N(C(=C(N1CC)C1=CC=C(C=C1)F)C1=CC=C(C=C1)F)CC bromo[1,3-diethyl-4,5-bis(4-fluorophenyl)imidazol-2-ylidene]gold (I)